1-isobutyl-N-(6-(1-methyl-1H-pyrazol-4-yl)isoquinolin-3-yl)piperidine-4-carboxamide tert-Butyl-(3,3-difluorocyclopentyl)carbamate C(C)(C)(C)N(C(O)=O)C1CC(CC1)(F)F.C(C(C)C)N1CCC(CC1)C(=O)NC=1N=CC2=CC=C(C=C2C1)C=1C=NN(C1)C